FC(C1=CC(=C(S1)C(=O)OC)C1CN(CC1)C(=O)OC(C)(C)C)F tert-butyl 3-(5-(difluoromethyl)-2-(methoxycarbonyl)thiophen-3-yl)pyrrolidine-1-carboxylate